S-Ribosyl-L-homocysteine C1([C@H](O)[C@H](O)[C@H](O1)CO)SCC[C@H](N)C(=O)O